C(C)(=O)C=1C(=NC(=CC1)Cl)NC([O-])=O (3-acetyl-6-chloropyridin-2-yl)carbamate